Benzylcystein C(C1=CC=CC=C1)N[C@@H](CS)C(=O)O